C1(=CC=CC2=CC=CC=C12)C(=O)N1CCNCC1 Naphthalen-1-yl(piperazin-1-yl)methanone